2-(7-cyano-5-isopropylbenzo[b]thiophen-2-yl)-4-methylthiazole-5-carboxylic acid n-hexyl ester C(CCCCC)OC(=O)C1=C(N=C(S1)C1=CC2=C(S1)C(=CC(=C2)C(C)C)C#N)C